rac-2-((1S*,2S*)-2-(3-chlorophenyl)cyclopropyl)-N-((6-cyclopropylimidazo[1,2-a]pyridin-2-yl)methyl)-4-methoxyquinolin-7-amine ClC=1C=C(C=CC1)[C@@H]1[C@H](C1)C1=NC2=CC(=CC=C2C(=C1)OC)NCC=1N=C2N(C=C(C=C2)C2CC2)C1 |r|